N-[3-(1-hydroxy-1-methyl-ethyl)phenyl]-2-[7-[(1-methylindazol-5-yl)amino]-1-oxo-isoindolin-2-yl]acetamide OC(C)(C)C=1C=C(C=CC1)NC(CN1C(C2=C(C=CC=C2C1)NC=1C=C2C=NN(C2=CC1)C)=O)=O